rac-tert-butyl 4-(5-formyl-5,6-dihydro-1,4,2-dioxazin-3-yl)-4-methyl-piperidine-1-carboxylate C(=O)[C@@H]1OC(=NOC1)C1(CCN(CC1)C(=O)OC(C)(C)C)C |r|